tert-Butyl 4-(1,3-thiazol-4-ylmethyl)piperazine-1-carboxylate S1C=NC(=C1)CN1CCN(CC1)C(=O)OC(C)(C)C